ClC1=NC(=C(C(=C1C#N)CC)C#N)N1CCN(CC1)C(CO)(C)C 2-chloro-4-ethyl-6-(4-(1-hydroxy-2-methylpropan-2-yl)piperazin-1-yl)pyridine-3,5-dicarbonitrile